C1(CC1)C1=NN(C=N1)C1CC2(CN(C2)C(=O)N2CC3(C2)CN(C3)CC3=C(C(=O)O)C=CC=C3)C1 2-[[2-[6-(3-cyclopropyl-1,2,4-triazol-1-yl)-2-azaspiro[3.3]heptane-2-carbonyl]-2,6-diazaspiro[3.3]heptan-6-yl]methyl]benzoic acid